[NH4+].C(CCCCCC(C)C)S(=O)(=O)[O-] isononyl-sulfonic acid ammonium salt